[Ru+2].ClCS(=O)(=O)N[C@H]([C@H](C1=CC=CC=C1)NCCOCC1=CC=C(C=C1)C)C1=CC=CC=C1 Chloro[(S,S)-N-[2-[2-(4-methylbenzyloxy)ethyl]amino-1,2-diphenylethyl]-methanesulfonamide] ruthenium (II)